1-FLUORONAPHTHALENE-5-BORONIC ACID FC1=CC=CC=2C(=CC=CC12)B(O)O